S(=O)(=O)(C1=CC=C(C)C=C1)N1C=CC2=C1N=CC=C2O 1-tosyl-1H-pyrrolo[2,3-b]pyridin-4-ol